tert-Butyl 3-(2-(2-(4-((2-(3-((2-methoxy-4-(methylcarbamoyl)phenyl)amino)prop-1-yn-1-yl)-1-(2,2,2-trifluoroethyl)-1H-indol-4-yl)amino)piperidin-1-yl)ethoxy)ethoxy)propanoate COC1=C(C=CC(=C1)C(NC)=O)NCC#CC=1N(C2=CC=CC(=C2C1)NC1CCN(CC1)CCOCCOCCC(=O)OC(C)(C)C)CC(F)(F)F